BrC=1C=C(C=C(C1)OC(F)(F)F)C1(CC(C1)C)C1=NN=CN1C 3-((1S,3R)-1-(3-bromo-5-(trifluoromethoxy)phenyl)-3-methylcyclobutyl)-4-methyl-4H-1,2,4-triazole